IC1=CC=C(C=C1)C1=CC(=NO1)CO (5-(4-Iodophenyl)isoxazol-3-yl)methanol